O1COCC2=C1C=CC(=C2)C(N2CC1(CN(C1)C(=O)N1N=C(N=C1)C#N)CC2)C2=CC1=C(OCOC1)C=C2 1-(6-(bis(4H-benzo[d][1,3]dioxin-6-yl)methyl)-2,6-diazaspiro[3.4]octane-2-carbonyl)-1H-1,2,4-triazole-3-carbonitrile